C1(CCCC1)N(CC(=O)OC)C(=O)C=1OC(=C(N1)C1=CC=CC=C1)C1=CC=CC=C1 methyl N-cyclopentyl-N-(4,5-diphenyloxazole-2-carbonyl)glycinate